(2RS)-2-(6-iodo-1-oxo-isoindolin-2-yl)-2-phenyl-N-thiazol-2-yl-acetamide IC1=CC=C2CN(C(C2=C1)=O)[C@@H](C(=O)NC=1SC=CN1)C1=CC=CC=C1 |r|